C1(=CC=CC=C1)[C@@H]1[C@H](C1)NC(=O)[C@@H]1CNC[C@H]1C(=O)N[C@@H]1[C@H](C1)C=1C=NC=CC1 |o1:20,21| (3S,4S)-N3-((1S,2R)-2-phenylcyclopropyl)-N4-((1S*,2R*)-2-(pyridin-3-yl)cyclopropyl)pyrrolidine-3,4-dicarboxamide